ClC1=CC=C2C(=CC(=NC2=C1)N1CC(CCC1)NC(=O)N)N1C=NC=C1 1-(1-(7-chloro-4-(1H-imidazol-1-yl)quinolin-2-yl)piperidin-3-yl)urea